FC1=CC=C(C=C1)C(CNS(=O)(=O)C1=CC=C2CCN(CC2=C1)C(C(C)C)=O)C N-(2-(4-fluorophenyl)propyl)-2-isobutyryl-1,2,3,4-tetrahydroisoquinoline-7-sulfonamide